BrC1=CC2=NC(=C3C(=C2S1)N(C(=N3)CCCN3CCN(CC3)C)C)C 7-bromo-1,4-dimethyl-2-(3-(4-methylpiperazin-1-yl)propyl)-1H-imidazo[4,5-d]thieno[3,2-b]pyridine